C1(CC1)C1=CC(=C(C(=O)NC2=CC(=C(C=C2)F)C(CCO)NC)C=C1C(F)(F)F)OC1=C(C=C(C=C1)F)C 4-Cyclopropyl-2-(4-fluoro-2-methylphenoxy)-N-(4-fluoro-3-(3-hydroxy-1-(methylamino)propyl)phenyl)-5-(Trifluoromethyl)benzamide